(9S,13S)-9-(2-Chlorophenyl)-3-methyl-16-thia-2,4,5,8-tetraazatetracyclo[8.6.0.02,6.011,15]hexadeca-1(10),3,5,11(15)-tetraene-13-carboxylic acid ClC1=C(C=CC=C1)[C@H]1NCC2=NN=C(N2C=2SC=3C[C@H](CC3C12)C(=O)O)C